6-((2-fluoro-[1,1'-biphenyl]-3-yl)methyl)-N-(2-methoxyethyl)-7-(methylsulfonamido)-5-azaspiro[2.4]heptane-5-carboxamide FC1=C(C=CC=C1CC1N(CC2(CC2)C1NS(=O)(=O)C)C(=O)NCCOC)C1=CC=CC=C1